(S)-tert-butyl (1-aminopiperidin-3-yl)carbamate NN1C[C@H](CCC1)NC(OC(C)(C)C)=O